FC1=CC=C(C(=O)N[C@H](C(=O)NC2=CC=C(C=C2)S(=O)CC(C)(C)C)CC2=CC=CC=C2)C=C1 4-fluoro-N-((2S)-1-(4-(2,2-dimethyl-propylsulfinyl)phenylamino)-1-oxo-3-phenylpropan-2-yl)benzamide